2-butylsulfinyl-5H-pyrrolo[2,3-b]pyrazine C(CCC)S(=O)C=1N=C2C(=NC1)NC=C2